FCC1CC(NC1)C(=O)[O-] 4-(fluoromethyl)pyrrolidine-2-carboxylate